ClC=1N=C2N(C=CC(=C2C2=C(C=C(C=C2O)CCC)O)C)C1 2-(2-chloro-7-methylimidazo[1,2-a]pyridin-8-yl)-5-propylbenzene-1,3-diol